CC1=CC=C(C=C1)S(=O)(=O)N1C(OCC1(C=C)C1=CC=C(C=C1)C)=O 3-(4-methyl-benzenesulfonyl)-4-(4-methyl-phenyl)-4-vinyl-2-oxazolidinone